O=C1C=2N(CCN1C1=CC=CC=C1)N=C(C2)C=O 4-oxo-5-phenyl-4,5,6,7-tetrahydropyrazolo[1,5-a]Pyrazine-2-carbaldehyde